C(C1=CC=CC=C1)OCC1CC(C1)N1C(NC(C=C1)=O)=O 1-((1r,3r)-3-((benzyloxy)methyl)-cyclobutyl)pyrimidine-2,4(1H,3H)-dione